monosodium citrate C(CC(O)(C(=O)O)CC(=O)O)(=O)[O-].[Na+]